(2S,4R)-tert-butyl 4-((tert-butyldiphenylsilyl)oxy)-2-(methoxy(methyl)carbamoyl)pyrrolidine-1-carboxylate [Si](C1=CC=CC=C1)(C1=CC=CC=C1)(C(C)(C)C)O[C@@H]1C[C@H](N(C1)C(=O)OC(C)(C)C)C(N(C)OC)=O